NC=1C(=NC(=CC1)N1N=CC=C1)NC=1C=C2CCC(C2=CC1)=O 5-((3-amino-6-(1H-pyrazol-1-yl)pyridin-2-yl)amino)-2,3-dihydro-1H-inden-1-one